COC([C@@H](NC(=O)OC(C)(C)C)CO)=O Boc-serine methyl ester